C(C1=CC=CC=C1)(=O)C1=CC=C(C=C1)NC(CCl)=O N-(4-benzoyl-phenyl)-2-chloroacetoamide